5-(4-chlorophenoxy)-N-isopropyl-2-naphthamide ClC1=CC=C(OC2=C3C=CC(=CC3=CC=C2)C(=O)NC(C)C)C=C1